N-(4-(2-(((1S,4S)-4-(dimethylamino)-3-fluorocyclohexyl)amino)-8-isopropyl-quinazolin-6-yl)-2-fluorophenyl)-3,3,3-trifluoropropane-1-sulfonamide CN([C@@H]1C(C[C@H](CC1)NC1=NC2=C(C=C(C=C2C=N1)C1=CC(=C(C=C1)NS(=O)(=O)CCC(F)(F)F)F)C(C)C)F)C